1-(2,6-difluoro-phenyl)-3-{3-fluoro-4-[7-(5-methyl-1H-imidazol-2-yl)-1-oxo-2,3-dihydro-1H-isoindol-4-yl]-phenyl}-urea FC1=C(C(=CC=C1)F)NC(=O)NC1=CC(=C(C=C1)C1=C2CNC(C2=C(C=C1)C=1NC(=CN1)C)=O)F